4-methoxycarbonylethyl-3-methyl-2-pyrrolecarbaldehyde COC(=O)CCC=1C(=C(NC1)C=O)C